Iodopropargyl butyl carbamate CCCCOC(=O)NC(C#C)I